1'-(2-{[1-(3-hydroxy-3-methylcyclobutyl)-2-oxo-7-(trifluoromethyl)-2,3-dihydro-1H-1,3-benzodiazol-5-yl]oxy}ethyl)-2-oxo-1,2-dihydrospiro[indole-3,4'-piperidine]-5-carbonitrile OC1(CC(C1)N1C(NC2=C1C(=CC(=C2)OCCN2CCC1(CC2)C(NC2=CC=C(C=C21)C#N)=O)C(F)(F)F)=O)C